(E)-2-chloro-6-fluoro-N-(2-methoxy-5-(4-(1-(4-oxopent-2-enoyl)piperidin-4-yl)pyrido[3,2-d]pyrimidin-6-yl)pyridin-3-yl)benzene-sulfonamide ClC1=C(C(=CC=C1)F)S(=O)(=O)NC=1C(=NC=C(C1)C=1C=CC=2N=CN=C(C2N1)C1CCN(CC1)C(\C=C\C(C)=O)=O)OC